C1(CC1)S(=O)(=O)NC=1C=C(CNC(=O)N2CCC3(NC4=CC=C(C=C4C(C3)=O)F)CC2)C=CC1F N-(3-(cyclopropanesulfonamido)-4-fluorobenzyl)-6'-fluoro-4'-oxo-3',4'-dihydro-1'H-spiro[piperidine-4,2'-quinoline]-1-carboxamide